[5-[(1R)-1-[(2S,4R)-4-hydroxy-2-[[(1S)-1-[4-(2-methylpyrazol-3-yl)phenyl]ethyl]carbamoyl]pyrrolidine-1-carbonyl]-2-methyl-propyl]isoxazol-3-yl]piperazine-1-carboxylate O[C@@H]1C[C@H](N(C1)C(=O)[C@H](C(C)C)C1=CC(=NO1)OC(=O)N1CCNCC1)C(N[C@@H](C)C1=CC=C(C=C1)C=1N(N=CC1)C)=O